(3R,3'R)-4,4'-(8-(1H-pyrazol-3-yl)-1,7-naphthyridine-2,4-diyl)bis(3-methylmorpholine) N1N=C(C=C1)C=1N=CC=C2C(=CC(=NC12)N1[C@@H](COCC1)C)N1[C@@H](COCC1)C